rac-(3ar,4s,6ar)-1-(5-(2-cyanopyridin-4-yl)oxazole-2-carbonyl)-4-methylhexahydropyrrolo[3,4-b]-pyrrole-5(1H)-carboxylic acid tert-butyl ester C(C)(C)(C)OC(=O)N1C[C@@H]2N(CC[C@@H]2[C@@H]1C)C(=O)C=1OC(=CN1)C1=CC(=NC=C1)C#N |r|